FC=1C=C(C=CC1)N1C(=NC(=C1)C1=CC=CC=C1)SCC1=CC=C(C(=O)N)C=C1 4-(((1-(3-fluorophenyl)-4-phenyl-1H-imidazol-2-yl)thio)methyl)benzamide